C1(=CC=CC=C1)P(CCN=C1N(CCN1C)C)C1=CC=CC=C1 N-(2-(diphenylphosphino)ethyl)-1,3-dimethylimidazolidine-2-imine